C1(CC1)N1CCN(CC1)C1CCN(CC1)C1=C(C=C(C(=C1)OC)NC1=NC=NC(=C1)N1OCC[C@@H]1CC1=C(C(=CC=C1)F)C)NC(C=C)=O N-(2-(4-(4-cyclopropylpiperazine-1-yl)piperidine-1-yl)-5-((6-((S)-3-(3-fluoro-2-methylbenzyl)isoxazolidine-2-yl)pyrimidine-4-yl)amino)-4-methoxyphenyl)acrylamide